L-prolyl-L-lysine N1[C@@H](CCC1)C(=O)N[C@@H](CCCCN)C(=O)O